((R)-1-(3-amino-5-(trifluoromethyl)phenyl)ethyl)-7-methoxy-2-methyl-6-(((R)-tetrahydrofurane-2-yl)methoxy)quinazolin-4-amine NC=1C=C(C=C(C1)C(F)(F)F)[C@@H](C)C1=C2C(=NC(=NC2=CC(=C1OC[C@@H]1OCCC1)OC)C)N